(2R,3S,4R,5R,6R)-2,3,4,5,6,7-hexahydroxyheptanal O[C@@H](C=O)[C@H]([C@@H]([C@@H]([C@@H](CO)O)O)O)O